CN(CCCN)C 3-(dimethyl-amino)-propyl-ammonia